BrC1=C(C(=C(C(=C1C(C1(COC1)CC)OC(C1=C(C(=C(C(=C1Br)Br)Br)Br)Br)C1(COC1)CC)Br)Br)Br)Br pentabromophenyl-(3-ethyl-3-oxetanylmethyl)ether